(R)-4-(2-(1-(2-(pyridin-2-yl)propan-2-yl)-3-(2,2,2-trifluoroacetyl)pyrrolidin-3-yl)ethyl)benzonitrile N1=C(C=CC=C1)C(C)(C)N1C[C@@](CC1)(C(C(F)(F)F)=O)CCC1=CC=C(C#N)C=C1